tert-butyl 2,4-dioxo-3-(2-(trifluoromethyl)pyridin-4-yl)-1,3,8-triazaspiro[4.5]decane-8-carboxylate O=C1NC2(C(N1C1=CC(=NC=C1)C(F)(F)F)=O)CCN(CC2)C(=O)OC(C)(C)C